CC1(CN(CC1)C1CC(C1)N1C(C2(CCNCC2)C2=CC=CC=C12)=O)C 1-((1s,3s)-3-(3,3-dimethylpyrrolidin-1-yl)cyclobutyl)spiro[indoline-3,4'-piperidin]-2-one